chrysen-2-yl-boronic acid C1=C(C=CC=2C3=CC=C4C=CC=CC4=C3C=CC12)B(O)O